C(C)OC(CCCC[C@@H]1CC[C@H](CC1)NC(=O)OC(C)(C)C)=O 5-(trans-4-((tert-butoxycarbonyl)amino)cyclohexyl)pentanoic acid ethyl ester